ClC=1C=C2C(C(=CN(C2=CC1N1[C@H](CCC1)COC1=NC=CC=C1Cl)C1CCN(CC1)CCOC)C(=O)O)=O (R)-6-chloro-7-(2-(((3-chloropyridin-2-yl)oxy)methyl)pyrrolidin-1-yl)-1-(1-(2-methoxy-ethyl)piperidin-4-yl)-4-oxo-1,4-dihydroquinoline-3-carboxylic acid